C1(CC1)[C@@H]1CC2=CC=C(C=C2CC1)O (1S,2S)-2-cyclopropyl-6-hydroxy-1,2,3,4-tetrahydronaphthalene